C1(=CC=C(C=C1)CC(=O)Cl)C 2-(p-tolyl)acetyl chloride